5-AZIDO-PENTANOIC ACID N(=[N+]=[N-])CCCCC(=O)O